(isopropylamino)-2-methyl-N-(5-nitrothiazol-2-yl)benzamide C(C)(C)NC=1C(=C(C(=O)NC=2SC(=CN2)[N+](=O)[O-])C=CC1)C